ClC1=CN=C2C(=N1)N(N=C2)C(C)C2=NC=CC(=C2)F 6-chloro-1-(1-(4-fluoropyridin-2-yl)ethyl)-1H-pyrazolo[3,4-b]pyrazine